Tributyltin laurate C(CCCCCCCCCCC)(=O)[O-].C(CCC)[Sn+](CCCC)CCCC